2'-chloro-4-[(3,5-difluoropyridin-2-yl)methoxy]-5',6-dimethyl-[1,4'-bipyridin]-2-one ClC1=NC=C(C(=C1)N1C(C=C(C=C1C)OCC1=NC=C(C=C1F)F)=O)C